N3-{5-ethynyl-7-methoxypyrido[2,3-d]pyrimidin-2-yl}-N1,N1-dimethyl-6-(4-methylpiperazin-1-yl)benzene-1,3-diamine C(#C)C1=CC(=NC=2N=C(N=CC21)NC=2C=C(C(=CC2)N2CCN(CC2)C)N(C)C)OC